ClC1=CC(=C(C=C1)[Li])OC (4-chloro-2-methoxyphenyl)Lithium